FC1=CC=C(C=C1)C1=CC2=C(N=CN=C2NC(CO)C2=NOC(=N2)C)N=C1 2-((6-(4-fluorophenyl)pyrido[2,3-d]pyrimidin-4-yl)amino)-2-(5-methyl-1,2,4-oxadiazol-3-yl)ethan-1-ol